C1NCC12CN(CCC2)C2=CC(=NC=N2)C2=CN=C1N2N=C(C=C1)C(F)F 3-[6-(2,6-diazaspiro[3.5]nonan-6-yl)pyrimidin-4-yl]-6-(difluoromethyl)imidazo[1,2-b]pyridazine